C12COCC(CC1)N2CCNC(=O)C=2C=C(C(=NC2)C)NC(=O)C=2C=NN1C2SC(=C1)C=1C(=NN(C1)C)C N-(5-((2-(3-oxa-8-azabicyclo[3.2.1]octan-8-yl)ethyl)carbamoyl)-2-methylpyridin-3-yl)-2-(1,3-dimethyl-1H-pyrazol-4-yl)pyrazolo[5,1-b]thiazole-7-carboxamide